2-(2-(5-hydroxypentyl)-2,8-diazaspiro[4.5]decan-8-yl)propane-1,3-diyl bis(2-hexyldecanoate) C(CCCCC)C(C(=O)OCC(COC(C(CCCCCCCC)CCCCCC)=O)N1CCC2(CCN(C2)CCCCCO)CC1)CCCCCCCC